C1(=CC=C(C=C1)CN1N=CC2=CC(=CC(=C12)C(=O)NCC1=CC=C(C(=O)O)C=C1)C1=CC=C(C=C1)F)C1=CC=CC=C1 4-((1-([1,1'-biphenyl]-4-ylmethyl)-5-(4-fluorophenyl)-1H-indazole-7-carboxamido)methyl)benzoic acid